[N-]=C=O.[N-]=C=O.[N-]=C=O.[N-]=C=O.C1(=CC=CC=C1)C(C1=CC=CC=C1)(C1=CC=CC=C1)C1=CC=CC=C1 tetraphenyl-methane tetraisocyanate